2-Methyl-2-propen CC(C)=C